N-{[5-chloro-6-(6-fluoro-5-methoxy-2-pyridyl)-2-indolyl]methyl}methoxyacetamide ClC=1C=C2C=C(NC2=CC1C1=NC(=C(C=C1)OC)F)CCONC(C)=O